tin bismuth indium [In].[Bi].[Sn]